C1=C(C2=CC=CC=C2)O1 (S)-epoxystyrene